4-(3-bromo-4-isopropyl-1H-pyrazol-5-yl)-2,6-dimethylpyridine BrC1=NNC(=C1C(C)C)C1=CC(=NC(=C1)C)C